N1=C(C=CC=C1)C(=O)N1CCCCC1 1-[(pyridin-2-yl)carbonyl]piperidin